6-(4-chlorophenyl)-2-(3-fluorophenyl)-N-(2-hydroxy-2-methylpropyl)-3-oxo-2,3-dihydropyridazine-4-carboxamide ClC1=CC=C(C=C1)C=1C=C(C(N(N1)C1=CC(=CC=C1)F)=O)C(=O)NCC(C)(C)O